CC1=NC=2N(C(=C1)[C@H]1CN(CCO1)C(=O)OC(C)(C)C)N=C(C2)[C@@H]2CC[C@H](CC2)C(F)(F)F tert-butyl (2R)-2-{5-methyl-2-[trans-4-(trifluoromethyl)cyclohexyl]pyrazolo[1,5-a]pyrimidin-7-yl}morpholine-4-carboxylate